Imidazo-Pyrazole N1=NC=C2C1=NC=N2